ClC1=CC=C(C=C1)CCCCCCCC 1-chloro-4-octylbenzene